acetyl-para-aminophenol C(C)(=O)C1=C(C=CC(=C1)N)O